5-(2-((3-iodo-7-methoxyimidazo[1,2-a]pyridin-6-yl)sulfonyl)propan-2-yl)-3-methyl-1,2,4-oxadiazole IC1=CN=C2N1C=C(C(=C2)OC)S(=O)(=O)C(C)(C)C2=NC(=NO2)C